C1(CC1)CS(=O)(=O)C=1C=CC(=C(C1)C1=CN=C2C(=NC=NN21)N)CC 7-(5-((Cyclopropylmethyl)-sulfonyl)-2-ethylphenyl)-imidazo[2,1-f][1,2,4]triazin-4-amine